1-(2,4-dibromothiazol-5-yl)prop-2-yn-1-ol BrC=1SC(=C(N1)Br)C(C#C)O